(5-chloropyridin-2-yl)-3-(1-methyl-1H-pyrazol-4-yl)pyrazin-2-amine ClC=1C=CC(=NC1)C=1N=C(C(=NC1)N)C=1C=NN(C1)C